3,6-dimethyl-4-oxo-2-(tetrahydro-2H-pyran-4-yl)-3,4-dihydroquinazoline-8-carbaldehyde CN1C(=NC2=C(C=C(C=C2C1=O)C)C=O)C1CCOCC1